2-(2-(((tert-butyldimethylsilyl)oxy)methyl)phenoxy)-4-(4-((4'-chloro-5,5-dimethyl-3,4,5,6-tetrahydro-[1,1'-biphenyl]-2-yl)methyl)piperazin-1-yl)benzoic acid [Si](C)(C)(C(C)(C)C)OCC1=C(OC2=C(C(=O)O)C=CC(=C2)N2CCN(CC2)CC2=C(CC(CC2)(C)C)C2=CC=C(C=C2)Cl)C=CC=C1